ClC1=C(C=CC(=C1)O)S(=O)(=O)NO 2-chloro-N,4-dihydroxybenzene-1-sulfonamide